4-trimethylsiloxymethyl-1,9-decadiene C[Si](OCC(CC=C)CCCCC=C)(C)C